tert-butyl 5-cyclopropyl-1-(methoxymethyl)-3-oxo-isoindoline-2-carboxylate C1(CC1)C=1C=C2C(N(C(C2=CC1)COC)C(=O)OC(C)(C)C)=O